3-(5-(1-((2-(4-fluorophenyl)-5-methyloxazol-4-yl)methyl)piperidin-4-yl)-1-oxoisoindolin-2-yl)piperidine-2,6-dione FC1=CC=C(C=C1)C=1OC(=C(N1)CN1CCC(CC1)C=1C=C2CN(C(C2=CC1)=O)C1C(NC(CC1)=O)=O)C